ClC=1C(=NC(=NC1)NC1=C(C=C(C=C1)N1CCC(CC1)NCC=1C=C2C(N(C(C2=CC1)=O)C1C(NC(CC1)=O)=O)=O)OC)NC1=C(C=CC=C1)P(=O)(C)C 5-(((1-(4-((5-chloro-4-((2-(dimethylphosphoryl)phenyl)amino)pyrimidin-2-yl)amino)-3-methoxyphenyl)piperidin-4-yl)amino)methyl)-2-(2,6-dioxopiperidin-3-yl)isoindoline-1,3-dione